[C@@H]1([C@H](O)[C@H](O)[C@@H](CO)S1)N1C=NC=2C(N)=NC=NC12 4'-Thioadenosine